NC1=NC=2C=C(C(=CC2C2=C1[C@H](OC2)C)C(=O)N([C@@H]2COC1=C2C=CC(=C1)C(F)(F)F)C1CCC1)F (3R)-4-amino-N-cyclobutyl-7-fluoro-3-methyl-N-((3S)-6-(trifluoromethyl)-2,3-dihydro-1-benzofuran-3-yl)-1,3-dihydrofuro[3,4-c]quinoline-8-carboxamide